(2S,4R)-1-[2-[3-(2,2-diethoxyethoxy)isoxazol-5-yl]-3-methyl-butanoyl]-4-hydroxy-N-[(1S)-1-[4-(4-methylthiazol-5-yl)phenyl]ethyl]pyrrolidine-2-carboxamide C(C)OC(COC1=NOC(=C1)C(C(=O)N1[C@@H](C[C@H](C1)O)C(=O)N[C@@H](C)C1=CC=C(C=C1)C1=C(N=CS1)C)C(C)C)OCC